NC(C(=O)N1C[C@H](N(CC1)C(=O)NC1=NC(N(C=C1)C1=CC=C(CCN2C[C@H](CC2)CNC(OC(C)(C)C)=O)C=C1)=O)C)(C)C tert-butyl (((R)-1-(4-(4-((R)-4-(2-amino-2-methylpropanoyl)-2-methylpiperazine-1-carboxamido)-2-oxopyrimidin-1(2H)-yl)phenethyl)pyrrolidin-3-yl)methyl)carbamate